C(C)(=O)OC(OC(C)=O)[SiH2]C#CCCCC Diacetyloxymethylhex-1-ynylsilan